2-(2,6-dioxo-3-piperidyl)-4-[2-[2-(2-prop-2-ynoxyethoxy)ethoxy]ethylamino]isoindoline-1,3-dione O=C1NC(CCC1N1C(C2=CC=CC(=C2C1=O)NCCOCCOCCOCC#C)=O)=O